L-4-phenyl-3-thiosemicarbazide C1(=CC=CC=C1)NC(NN)=S